tert-butyl N-[amino[2-(2-hydroxypropan-2-yl)-1,3-thiazol-5-yl]oxo-λ6-sulfanylidene]carbamate NS(=NC(OC(C)(C)C)=O)(=O)C1=CN=C(S1)C(C)(C)O